C(C1=CC=CC=C1)(C1=CC=CC=C1)(C1=CC=CC=C1)C1=CC(=C(C=C1)B(O)O)C1=NC=CC=C1 p-tritylpyridyl-phenylboronic acid